2-bromo-N1,N1,N3-tri(naphthalen-1-yl)-N3-phenylbenzene-1,3-diamine BrC1=C(C=CC=C1N(C1=CC=CC=C1)C1=CC=CC2=CC=CC=C12)N(C1=CC=CC2=CC=CC=C12)C1=CC=CC2=CC=CC=C12